N1C=CC2=CC(=CC=C12)OC1=C(C(=O)NS(=O)(=O)C2=CC(=C(C=C2)NC2CCN(CC2)C)[N+](=O)[O-])C=CC=C1 2-(1H-indol-5-yloxy)-N-({4-[(1-methylpiperidin-4-yl)amino]-3-nitrophenyl}sulfonyl)benzamide